tert-butyl ((3S,4S)-8-(5-((8-chloro-2-(2-methoxypropyl)-1-oxo-1,2-dihydro Isoquinolin-7-yl)thio)pyrazin-2-yl)-3-methyl-2-oxa-8-azaspiro[4.5]decan-4-yl)carbamate ClC=1C(=CC=C2C=CN(C(C12)=O)CC(C)OC)SC=1N=CC(=NC1)N1CCC2([C@@H]([C@@H](OC2)C)NC(OC(C)(C)C)=O)CC1